6-((4-(2-(4-chloro-2-fluorophenyl)-2-methylbenzo[D][1,3]dioxol-4-yl)piperidin-1-yl)methyl)-5-cyclopropylnicotinonitrile ClC1=CC(=C(C=C1)C1(OC2=C(O1)C=CC=C2C2CCN(CC2)CC2=NC=C(C#N)C=C2C2CC2)C)F